ClC=1C=C(SC1)C1=C(C=C2C(NC(N3C2=C1SC[C@H](C3)OC)=O)=O)C(F)(F)F (S)-11-(4-chlorothien-2-yl)-3-methoxy-10-(trifluoromethyl)-3,4-dihydro-2H,6H-[1,4]thiazepino[2,3,4-ij]quinazoline-6,8(7H)-dione